COC(C1=CC=CC=C1)=NO.C(C)N(C(\C=C\C1=C(C=CC=C1)OC)=O)CC=1SC=CC1 (E)-N-ethyl-3-(2-methoxyphenyl)-N-(thiophen-2-ylmethyl)acrylamide methyl-N-hydroxybenzoimidoate